4-(methylimino)-4-(3-pyridyl)-1-butanol CN=C(CCCO)C=1C=NC=CC1